[PH2](OC1=C(C(=CC=C1)CC)C(C1=C(C(=C(C=C1C)C)C(C1=CC=CC=C1)=O)C)=O)=O ethyl(3-benzoyl-2,4,6-trimethylbenzoyl)(phenyl) phosphinate